3-[(1Z)-2-(5-aminopyrazin-2-yl)-2-fluoroethenyl]-4-(difluoromethoxy)-N-[(1S,2S,4S)-2-hydroxy-4-(trifluoromethoxy)cyclopentyl]benzamide NC=1N=CC(=NC1)/C(=C/C=1C=C(C(=O)N[C@@H]2[C@H](C[C@H](C2)OC(F)(F)F)O)C=CC1OC(F)F)/F